Cl.NCC#CC1=C(C(=O)OC)C=CC(=C1)NC(CCCNC(C[C@H]1C=2N(C3=C(C(=N1)C1=CC=C(C=C1)Cl)C(=C(S3)C)C)C(=NN2)C)=O)=O methyl (S)-2-(3-aminoprop-1-yn-1-yl)-4-(4-(2-(4-(4-chlorophenyl)-2,3,9-trimethyl-6H-thieno[3,2-f][1,2,4]triazolo[4,3-a][1,4]diazepin-6-yl)acetamido)butanamido)benzoate hydrochloride